methylene-6-((5-isopropyl-1-(3,5-dimethylbenzyl)imidazol-4-yl)methylene)piperazine-2,5-dione C=C1C(NC(C(N1)=O)=CC=1N=CN(C1C(C)C)CC1=CC(=CC(=C1)C)C)=O